(R)-6-chloro-N-(piperidin-3-yl)pyridazin-3-amine trifluoroacetate FC(C(=O)O)(F)F.ClC1=CC=C(N=N1)N[C@H]1CNCCC1